(E)-1-Cyclopropyl-5-((6-(2-(5-cyclopropyl-3-(3,5-dichloropyridin-4-yl)isoxazol-4-yl)vinyl)spiro[3.3]heptan-2-yl)methoxy)-1H-pyrazol C1(CC1)N1N=CC=C1OCC1CC2(C1)CC(C2)\C=C\C=2C(=NOC2C2CC2)C2=C(C=NC=C2Cl)Cl